ClC1=CC(=NN1C)C(F)F 5-chloro-3-(difluoromethyl)-1-methyl-1H-pyrazole